N-stearylsuccinic acid amide C(CCCCCCCCCCCCCCCCC)NC(CCC(=O)O)=O